C(CCC)[Si](OCC#C)(C)C butyldimethyl-(prop-2-yn-1-yloxy)silane